2-[2-(3-Bromo-5-isoxazolyl)phenoxy]-5-chloropyrimidine BrC1=NOC(=C1)C1=C(OC2=NC=C(C=N2)Cl)C=CC=C1